5-hydroxy-3-oxo-N-(thiazol-2-yl)-4'-(trifluoromethyl)-1,2,3,6-tetrahydro-[1,1'-biphenyl]-4-carboxamide OC1=C(C(CC(C1)C1=CC=C(C=C1)C(F)(F)F)=O)C(=O)NC=1SC=CN1